N-(2-hydroxyethyl)-N-(5-(2-((4-(trifluoromethyl)phenyl)amino)phenyl)-1,3,4-oxadiazol-2-yl)methanesulfonamide OCCN(S(=O)(=O)C)C=1OC(=NN1)C1=C(C=CC=C1)NC1=CC=C(C=C1)C(F)(F)F